CN1N=C(C2=CC(=CC=C12)C1C[C@@H]2[C@@H](CN(C2)C2COCCC2)C1)C=1C=NN(C1)C methyl-3-(1-methyl-1H-pyrazol-4-yl)-5-((3aR,5s,6aS)-2-(tetrahydro-2H-pyran-3-yl)octahydrocyclopenta[c]pyrrol-5-yl)-1H-indazole